FC1=C(NC=2C(=NC(=C(N2)NC)C=2C3=C(C=NC2)N(C=N3)C)C(=O)N)C=C(C(=C1)N1CCOCC1)C 3-(2-Fluoro-5-methyl-4-morpholino-anilino)-5-(methylamino)-6-(3-methylimidazo[4,5-c]pyridin-7-yl)pyrazine-2-carboxamide